CS(=O)(=O)OC[C@H]1CN(CCO1)C [(2R)-4-methylmorpholin-2-yl]methyl methanesulfonate